BrC1=CC=C(C=C1)N1CCC(CC1)O[Si](C)(C)C(C)(C)C 1-(4-bromophenyl)-4-((tert-butyldimethylsilyl)oxy)piperidine